4,4'-(10-methyl-10H-phenoxazine-3,7-diyl)-bis-(2-(trifluoromethyl)phenol) CN1C2=CC=C(C=C2OC=2C=C(C=CC12)C1=CC(=C(C=C1)O)C(F)(F)F)C1=CC(=C(C=C1)O)C(F)(F)F